tert-Butyl (2-(7-bromo-8-chloro-2-(chloromethyl)-6-fluoro-1H-imidazo[4,5-c]quinolin-1-yl)ethyl)carbamate BrC=1C(=CC=2C3=C(C=NC2C1F)N=C(N3CCNC(OC(C)(C)C)=O)CCl)Cl